C(C1CO1)OCC1CO1 MONO-GLYCIDYL ETHER